Cl.Cl.Cl.NCCCCNCCCN Spermidine-3HCl